C(C)(C)(C)OC(=O)N1C[C@@H](NCC1)C (S)-3-methylpiperazine-1-carboxylic acid tert.Butyl ester